C(#N)C1=C(C(=C(C=C1)N1C([C@@H]2[C@]3(C=C([C@@]([C@@H]2C1=O)(O3)C)C(=O)OCOCCOC)C)=O)F)C(F)(F)F (2-methoxyethoxy)methyl (3aR,4R,7R,7aS)-2-(4-cyano-2-fluoro-3-(trifluoromethyl)phenyl)-4,7-dimethyl-1,3-dioxo-2,3,3a,4,7,7a-hexahydro-1H-4,7-epoxyisoindole-5-carboxylate